N(=[N+]=[N-])[C@H]1[C@@H](O[C@@H]([C@H]([C@@H]1OCC1=CC=CC=C1)OCC1=CC=CC=C1)COCC1=CC=CC=C1)O[C@@H]([C@H](COC(CCC(=O)C)=O)OCC1=CC=CC=C1)[C@H](OCC1=CC=CC=C1)COC1=CC=C(C=C1)OC 3-O-(2-azido-3,4,6-tri-O-benzyl-2-deoxy-β-D-glucopyranosyl)-2,4-di-O-benzyl-1-O-levulinoyl-5-O-(4-methoxyphenyl)-D-ribitol